BrC1=CC=C(O[C@H](C(=O)O)C(C[2H])[2H])C=C1 (2S)-2-(4-bromophenoxy)(3,4-2H2)butanoic acid